FC1=C(OC=2C=CC(=NC2)NC([C@H](C)N2C[C@@H](C(CC2)(F)F)C2=CC=[N+](C=C2)[O-])=O)C(=CC=C1)F 4-((S)-1-((S)-1-((5-(2,6-difluorophenoxy)pyridin-2-yl)amino)-1-oxopropan-2-yl)-4,4-difluoropiperidin-3-yl)pyridine 1-oxide